O1C(=CC=C1)C1=NNC2=CC=CC=C12 3-(furan-2-yl)-1H-indazol